O1[C@@H](COCC1)CNC(=O)C1=C(C2=C(CCC3=CN(N=C23)CC2CN(C2)C(=O)OC(C)(C)C)O1)C tert-Butyl 3-[(7-{[(2R)-1,4-dioxan-2-ylmethyl]carbamoyl}-8-methyl-4,5-dihydro-2H-furo[2,3-g]indazol-2-yl)methyl]azetidine-1-carboxylat